[K+].COC=1C=C2C=CC(=NC2=C(C1)NS(=O)(=O)C1=CC=C(C(=O)[O-])C=C1)C 4-(6-Methoxy-8-quinaldinyl-aminosulfonyl)benzoic acid potassium salt